4-chloro-5H-cyclopenta[b]pyridin-7(6H)-one ClC1=C2C(=NC=C1)C(CC2)=O